COC=1C2=C(N=C(N1)CO)CNC2 (4-methoxy-6,7-dihydro-5H-pyrrolo[3,4-d]pyrimidin-2-yl)methanol